COC1=CC=C(C=C1)CN1N=C(C2=CC=C(C=C12)CC(=O)NC1=CC(=NC=C1)C(=O)[O-])C[NH+]1CCOCC1 4-[[2-[1-[(4-Methoxyphenyl)methyl]-3-(morpholin-4-ium-4-ylmethyl)indazol-6-yl]acetyl]amino]pyridine-2-carboxylate